[Cd+2].[I-].[I-] iodide Cadmium